C1(=CC=CC=C1)C=1C(=NC=2N(C1[O-])N=CN2)[O-].[Na+].[Na+] sodium 6-phenyl-[1,2,4]triazolo[1,5-a]pyrimidine-5,7-bis(olate)